2-Chloro-5,7-dimethyl-8-(4-(1-methyl-4-(trifluoromethyl)-1H-imidazol-2-yl)benzyl)-7,8-Dihydropteridine-6(5H)-one ClC1=NC=2N(C(C(N(C2C=N1)C)=O)C)CC1=CC=C(C=C1)C=1N(C=C(N1)C(F)(F)F)C